(1R,3aS,6aR)-N-((R)-1-cyano-2-((R)-2-oxopiperidin-3-yl)ethyl)-2-(9-hydroxy-9H-fluorene-9-carbonyl)octahydrocyclopenta[c]pyrrole-1-carboxamide C(#N)[C@@H](C[C@@H]1C(NCCC1)=O)NC(=O)[C@@H]1N(C[C@@H]2[C@H]1CCC2)C(=O)C2(C1=CC=CC=C1C=1C=CC=CC21)O